BrC=1C(=CC(=C(C(=O)OC)C1)C)C methyl 5-bromo-2,4-dimethyl-benzoate